isopropyl ((R)-(((2S,3S,4R,5R)-5-(4-amino-2-oxopyrimidin-1(2H)-yl)-2,4-difluoro-3-hydroxy-4-methyltetrahydrofuran-2-yl)methoxy)(phenoxy)phosphoryl)-L-alaninate NC1=NC(N(C=C1)[C@H]1[C@]([C@@H]([C@@](O1)(F)CO[P@@](=O)(OC1=CC=CC=C1)N[C@@H](C)C(=O)OC(C)C)O)(C)F)=O